(S)-4-hydroxy-3-oxo-1-((S)-2-oxopiperidin-3-yl)butan OCC(CC[C@H]1C(NCCC1)=O)=O